6-{5-Chloro-2-[(oxan-4-yl)amino]pyrimidin-4-yl}-2-[2-oxo-2-(2,3,4,5-tetrahydro-1,4-benzoxazepin-4-yl)ethyl]-2,3-dihydro-1H-isoindol-1-on ClC=1C(=NC(=NC1)NC1CCOCC1)C1=CC=C2CN(C(C2=C1)=O)CC(N1CCOC2=C(C1)C=CC=C2)=O